(2-(1-(pyridin-3-yl)piperidin-4-yl)-1,6-naphthyridin-7-yl)methanamine N1=CC(=CC=C1)N1CCC(CC1)C1=NC2=CC(=NC=C2C=C1)CN